(1r,3r)-3-((5-([1,2,4]triazolo[1,5-a]pyridin-6-yl)-4-methoxypyrrolo[2,1-f][1,2,4]triazin-2-yl)amino)-N,1-dimethylcyclobutane-1-carboxamide N=1C=NN2C1C=CC(=C2)C=2C=CN1N=C(N=C(C12)OC)NC1CC(C1)(C(=O)NC)C